FC1=CC=C(C=C1)N1CC=C(C=C1)[N+](=O)[O-] N-(4-fluorophenyl)-4-nitropyridin